FC1=C2C(N(C=NC2=CC(=C1)OC)COCC[Si](C)(C)C)=O 5-fluoro-7-methoxy-3-((2-(trimethylsilyl)ethoxy)methyl)quinazolin-4(3H)-one